N#CC(=O)O.[Ni] Nickel nitriloacetic acid